2-(carbamimidamido-imino)octanoic acid N(C(=N)N)N=C(C(=O)O)CCCCCC